CN(NC)CC=1N(C2=CC=CC=C2C1)CCC(=O)NC(C(NCCOCCOCCC(N(C(C=O)C)C)=O)=O)CC(=O)O 15-(3-(2-((1,2-dimethylhydrazinyl)methyl)-1H-indol-1-yl)propanamido)-2,3-dimethyl-1,4,14-trioxo-7,10-dioxa-3,13-diazaheptadecan-17-oic acid